acrylic acid-α-ethylhexyl ester C(C)C(CCCCC)OC(C=C)=O